(7-((2s,3R,4R,5R)-3-fluoro-4-hydroxy-5-(hydroxymethyl)tetrahydrofuran-2-yl)thieno[3,2-d]pyrimidin-4-yl)benzamide F[C@H]1[C@@H](O[C@@H]([C@H]1O)CO)C1=CSC2=C1N=CN=C2C2=C(C(=O)N)C=CC=C2